N-((3S,4S)-3-((6-(2,6-dichloro-3,5-di-methoxyphenyl)-8-(((1-methylpyrrolidin-3-yl)methyl)amino)pyrido[3,4-d]pyrimidin-2-yl)amino)tetrahydro-2H-pyran-4-yl)acrylamide ClC1=C(C(=C(C=C1OC)OC)Cl)C1=CC2=C(N=C(N=C2)N[C@@H]2COCC[C@@H]2NC(C=C)=O)C(=N1)NCC1CN(CC1)C